1-(2,6-Dimethoxyphenyl)-2-(6-ethoxypyridin-2-yl)-6-phenethyl-1H-imidazo[4,5-b]pyrazine COC1=C(C(=CC=C1)OC)N1C(=NC=2C1=NC(=CN2)CCC2=CC=CC=C2)C2=NC(=CC=C2)OCC